butylmethacrylate C(CCC)OC(C(=C)C)=O